5-Chloro-N-(3-{[(1,1-dioxidotetrahydro-3-thienyl)amino]-carbonyl}-6-methyl-4,5,6,7-tetrahydro-1-benzothien-2-yl)-2-(methylthio)-4-pyrimidin-carboxamid ClC=1C(=NC(=NC1)SC)C(=O)NC=1SC2=C(C1C(=O)NC1CS(CC1)(=O)=O)CCC(C2)C